isopropyl-2-(tributylstannyl)pyridine C(C)(C)C=1C(=NC=CC1)[Sn](CCCC)(CCCC)CCCC